OC(CCCCCCCCCCCCCCCCCCCCC(=O)O)CC=CCC=CC 22-Hydroxy-nonacosa-24,27-dienoic acid